C1(CCCCC1)N(C(C=CC1=CC2=C(C=C1)OCO2)=O)C2=NC=CC=C2 3,4-methylendioxycinnamic acid-N-cyclohexyl-N-2-pyridylamide